ClC1=CC=C(C=C1)C=1N=C2SC=CN2C1C(=O)NCCC1=CC(=C(C=C1)Cl)Cl 6-(4-chlorophenyl)-N-(3,4-dichlorophenethyl)imidazo[2,1-b]thiazole-5-carboxamide